COC=1C=C(C[C@@H]2[C@@H]([C@H](OC2)C2=CC(=C(C=C2)OC)OC)COC(CC(C)(C)C)=O)C=CC1OC.C(CCC)OC=1C=C(C=CC1OC)C=1OC=C(N1)CNC(C1=C(C=CC=C1)OCC)=O N-[2-(3-butoxy-4-Methoxyphenyl)oxazol-4-ylmethyl]-2-ethoxybenzamide ((2S,3R,4R)-4-(3,4-dimethoxybenzyl)-2-(3,4-dimethoxyphenyl)tetrahydrofuran-3-yl)methyl-3,3-dimethylbutanoate